4-((2s,5r)-5-ethyl-4-(1-(4-methoxyphenyl)-2-methylpropyl)-2-methylpiperazin-1-yl)-1-methyl-2-oxo-1,2-dihydropyrido[3,2-d]pyrimidine-6-carbonitrile C(C)[C@H]1N(C[C@@H](N(C1)C=1C2=C(N(C(N1)=O)C)C=CC(=N2)C#N)C)C(C(C)C)C2=CC=C(C=C2)OC